FC1=CC=C(C=C1)CNC1=C(C(=NN1C(=O)C1=COC(=C1)C)C1CN(C(C1)=O)C(=O)N1CCCC1)C#N 5-{[(4-fluorophenyl)methyl]amino}-1-(5-methylfuran-3-carbonyl)-3-[5-oxo-1-(pyrrolidine-1-carbonyl)pyrrolidin-3-yl]-1H-pyrazole-4-carbonitrile